C(OC(C)C)(OC(C)C)OC(C)C tri-iso-propyl orthoformate